N(=[N+]=[N-])CCOCCOCCOC1=CC(=C(C(=C1)O)C(CCC1=CC=C(C=C1)O)=O)O 1-(4-(2-(2-(2-Azidoethoxy)ethoxy)ethoxy)-2,6-dihydroxyphenyl)-3-(4-hydroxyphenyl)propan-1-one